C(C1=CC=CC=C1)OCN1C(N(C=C(C1=O)C)[C@@H](CO)O[C@@](CO[Si](C(C)C)(C(C)C)C(C)C)(CO)COC(C1=CC=CC=C1)(C1=CC=C(C=C1)OC)C1=CC=C(C=C1)OC)=O 3-(benzyloxymethyl)-1-[(1R)-1-[(1S)-1-[[bis(4-methoxyphenyl)-phenyl-methoxy]methyl]-1-(hydroxymethyl)-2-triisopropylsiloxy-ethoxy]-2-hydroxy-ethyl]-5-methyl-pyrimidine-2,4-dione